(2-fluoro-6-(methoxymethoxy)-8-(4,4,5,5-tetramethyl-1,3,2-dioxaborolan-2-yl)naphthalene-1-yl)dimethylphosphine oxide FC1=C(C2=C(C=C(C=C2C=C1)OCOC)B1OC(C(O1)(C)C)(C)C)P(C)(C)=O